ClC1=C(C=CC=C1)C1=C(C=CC(=C1)CC)S(=O)(=O)N1CCC(CC1)(C(=O)N[C@H](C)\C=C/S(=O)(=O)C)F (R,Z)-1-((2'-chloro-5-ethyl-[1,1'-biphenyl]-2-yl)sulfonyl)-4-fluoro-N-(4-(methylsulfonyl)but-3-en-2-yl)piperidine-4-carboxamide